octyl methoxycinnamate (octoxycinnamate) C(CCCCCCC)OC(C(=O)O)=CC1=CC=CC=C1.COC(C(=O)OCCCCCCCC)=CC1=CC=CC=C1